C(CC)O[SiH]1C[SiH](C1)OCCC 1,3-di-n-propoxy-1,3-disilacyclobutane